O=C1NC(CCC1N1C(C2=CC=CC(=C2C1=O)NC=1C=C2C=NN(C2=CC1C1=CC(=NC=C1)C)[C@H]1COCC1)=O)=O 2-(2,6-Dioxopiperidin-3-yl)-4-((6-(2-methylpyridin-4-yl)-1-((R)-tetrahydrofuran-3-yl)-1H-indazol-5-yl)amino)isoindoline-1,3-dione